5-(dimethylamino)-2-fluoro-4-(((4-(trifluoromethyl)piperidin-1-yl)sulfonyl)carbamoyl)benzoic acid CN(C=1C(=CC(=C(C(=O)O)C1)F)C(NS(=O)(=O)N1CCC(CC1)C(F)(F)F)=O)C